(S)-2-(N-((2'-(1H-tetrazol-5-yl)-[1,1'-biphenyl]-4-yl)methyl)pentanamido)-3-azido-3-methyl-butanoic acid N1N=NN=C1C1=C(C=CC=C1)C1=CC=C(C=C1)CN(C(CCCC)=O)[C@H](C(=O)O)C(C)(C)N=[N+]=[N-]